2,3,5,6-tetrafluorophenyl (E)-40-(5-amino-6H-thieno[3,2-b]azepine-7-carbonyl)-35-((3-cyanophenyl)imino)-4,7,10,13,16,19,22,25,28,31-decaoxa-34,36,40-triazatritetracontanoate NC=1CC(=CC2=C(N1)C=CS2)C(=O)N(CCCN\C(\NCCOCCOCCOCCOCCOCCOCCOCCOCCOCCOCCC(=O)OC2=C(C(=CC(=C2F)F)F)F)=N/C2=CC(=CC=C2)C#N)CCC